1-(1-(dimethylglycyl)piperidin-4-yl)-6-methyl-5-(8-methyl-[1,2,4]triazolo[1,5-a]pyridin-6-yl)-1,3-dihydro-2H-benzo[d]imidazol-2-one CN(CC(=O)N1CCC(CC1)N1C(NC2=C1C=C(C(=C2)C=2C=C(C=1N(C2)N=CN1)C)C)=O)C